tert-butyl (4-formyl-3,5-dimethoxybenzyl)(methyl)carbamate C(=O)C1=C(C=C(CN(C(OC(C)(C)C)=O)C)C=C1OC)OC